BrC1=C(C(=C(C=C1)N1CCN(CC1)C(=O)OC(C)(C)C)[N+](=O)[O-])C tert-butyl 4-(4-bromo-3-methyl-2-nitrophenyl)piperazine-1-carboxylate